CC1=NN(C(C=C1)=O)CCF methyl-1-(2-fluoroethyl)-6-oxo-1,6-dihydropyridazine